ClC1=C(C=C(C=C1)O)O 4-chloro-1,3-benzenediol